4-chloro-4'-formyl-7-methyl-N-{[6-methyl-4-(methylsulfanyl)-2-oxo-1H-pyridin-3-yl]methyl}spiro[1,3-benzodioxole-2,1'-cyclohexane]-6-carboxamide ClC1=CC(=C(C=2OC3(CCC(CC3)C=O)OC21)C)C(=O)NCC=2C(NC(=CC2SC)C)=O